benzyl 4-{[(tert-butoxycarbonyl) amino] methyl}-3-methylpiperidine-1-carboxylate C(C)(C)(C)OC(=O)NCC1C(CN(CC1)C(=O)OCC1=CC=CC=C1)C